L-5-aza-2'-Deoxycytidine [C@@H]1(C[C@H](O)[C@@H](CO)O1)N1C(=O)N=C(N)N=C1